BrC1=CC=2C(=NON2)C=C1 5-bromo-2,1,3-benzoxadiazole